C(C)(=O)C1=CC(=C2CN(C(C2=C1)=O)C1=CC(=CC=C1)C1(COC1)[C@H](C1=NN=CN1C)F)C(F)(F)F (R)-6-acetyl-2-(3-(3-(fluoro(4-methyl-4H-1,2,4-triazol-3-yl)-methyl)oxetan-3-yl)phenyl)-4-(trifluoromethyl)isoindolin-1-one